dansyl-valine S(=O)(=O)(C1=CC=CC=2C(N(C)C)=CC=CC12)N[C@@H](C(C)C)C(=O)O